C(C(=C)C)(=O)OCCNC(=O)OC(C)CC (2-butoxycarbonyl-amino)ethyl methacrylate